CC=1C=NNC1C(=O)OC methyl 4-methyl-1H-pyrazole-5-carboxylate